C(C)(C)C1=CC=C(C=C1)N1N=C(N=C1)C(=O)O 1-(4-isopropylphenyl)-1H-1,2,4-triazole-3-carboxylic acid